tert-butyl (1-(2-(3-(dimethylcarbamoyl)-1-(tetrahydro-2H-pyran-2-yl)-1H-pyrazol-5-yl)quinolin-4-yl)cyclopropyl)carbamate CN(C(=O)C1=NN(C(=C1)C1=NC2=CC=CC=C2C(=C1)C1(CC1)NC(OC(C)(C)C)=O)C1OCCCC1)C